C(C)(C)N[Si](Cl)(Cl)Cl isopropylaminotrichlorosilane